N-[(1S,2S)-2-Hydroxycyclohexyl]-4-[4-(5-cyanopyridin-3-yl)-benzyl]-pyrrolo[1,2-b]pyridazine-2-carboxamide O[C@@H]1[C@H](CCCC1)NC(=O)C=1C=C(C=2N(N1)C=CC2)CC2=CC=C(C=C2)C=2C=NC=C(C2)C#N